OCCC1=CC=C(C=C1)NC=1N=CC2=C(N1)CCCS2(=O)=O ((4-(2-hydroxyethyl)phenyl)amino)-7,8-dihydro-6H-thiopyrano[3,2-d]pyrimidine 5,5-dioxide